S(=O)(=O)=O Sulphur trioxide